C1=CC=CC=2C3=CC=CC=C3C(C12)COC(=O)NC1=C(C(=O)OC)C=CC(=C1)[N+](=O)[O-] methyl 2-((((9H-fluoren-9-yl) methoxy) carbonyl) amino)-4-nitrobenzoate